gold trifluoroacetate FC(C(=O)[O-])(F)F.[Au+3].FC(C(=O)[O-])(F)F.FC(C(=O)[O-])(F)F